C(C)O E-1-ethanol